CC1(C(N(C(N1CC1=CC=[N+](C=C1)[O-])=O)C1=CC=C(C=C1)C1(CC1)C(F)(F)F)=O)C 4-((5,5-dimethyl-2,4-dioxo-3-(4-(1-(trifluoromethyl)cyclopropyl)phenyl)imidazolidin-1-yl)methyl)pyridine N-oxide